silicon-iron oxide [O-2].[Fe+2].[Si+4].[O-2].[O-2]